C1(=CC=CC=C1)C=CC1=C(C=C(C=C1)C1=CC=CC=C1)C1=C(C=CC(=C1)C1=CC=CC=C1)C1=CC=CC=C1 2,5,2',5'-tetraphenyl-vinyl-biphenyl